C1(CC1)C=1C=CC(=NC1)C=1C=CC(=C(C1)NCC(=O)N1CCC2=C(C=CC=C12)OCC(C)(C)O)C 2-((5-(5-cyclopropylpyridin-2-yl)-2-methylphenyl)amino)-1-(4-(2-hydroxy-2-methylpropoxy)indolin-1-yl)ethan-1-one